2-(3,5-Dichloro-4-((1-cyclopropyl-5-methyl-6-oxo-1,6-dihydropyridin-3-yl)oxy)phenyl)-3,5-dioxo-2,3,4,5-tetrahydro-1,2,4-triazine-6-carbonitrile ClC=1C=C(C=C(C1OC1=CN(C(C(=C1)C)=O)C1CC1)Cl)N1N=C(C(NC1=O)=O)C#N